(R)-1-methoxypropane-2-yl chloroformate ClC(=O)O[C@@H](COC)C